2-((1-(2-(5-fluoroisoindolin-2-yl)-3,6-dimethyl-4-oxo-3,4-dihydroquinazolin-8-yl)ethyl)amino)benzenesulfonamide FC=1C=C2CN(CC2=CC1)C1=NC2=C(C=C(C=C2C(N1C)=O)C)C(C)NC1=C(C=CC=C1)S(=O)(=O)N